C(C)N(C(O)=O)C1=C(C=CC=C1C#N)Br.BrC1=CC=CC=2C=3N(C(NC12)=O)N=C(N3)C3=CC=NN3C 7-bromo-2-(1-methyl-1H-pyrazol-5-yl)[1,2,4]triazolo[1,5-c]quinazolin-5(6H)-one Ethyl-(2-bromo-6-cyanophenyl)carbamate